ClC1=C(C=CC=C1)C1=NC=2N(C(N(C(C2N1C1=CC=C(C=C1)Cl)=O)CC(=O)N)=O)CC1(CCOCC1)O 2-[8-(2-chlorophenyl)-7-(4-chlorophenyl)-3-[(4-hydroxyoxan-4-yl)methyl]-2,6-dioxopurin-1-yl]acetamide